1-amino-3,6-naphthalenedisulfonic acid NC1=CC(=CC2=CC(=CC=C12)S(=O)(=O)O)S(=O)(=O)O